tert-heptyl butyl ether C(CCC)OC(C)(C)CCCC